2-(isoquinolin-6-yl)-N-methyl-1-((1S,3R)-3-(methylcarbamoyl)cyclopentyl)-1H-benzo[d]imidazole-6-carboxamide C1=NC=CC2=CC(=CC=C12)C1=NC2=C(N1[C@@H]1C[C@@H](CC1)C(NC)=O)C=C(C=C2)C(=O)NC